(3-Cyclopropylmethoxy-phenyl)-(1,3-dimethyl-azetidin-3-yl)-(4-trifluoromethoxy-phenyl)-methanol C1(CC1)COC=1C=C(C=CC1)C(O)(C1=CC=C(C=C1)OC(F)(F)F)C1(CN(C1)C)C